CC1=CSC2=C1N=C(N=C2O)O 7-methylthieno[3,2-d]pyrimidine-2,4-diol